2-(2-hydroxy-3,5-dipentylphenyl)acetaldehyde OC1=C(C=C(C=C1CCCCC)CCCCC)CC=O